(4-(4-(Phenylethylamino)phenyl)piperazin-1-yl)(phenyl)methanone C1(=CC=CC=C1)CCNC1=CC=C(C=C1)N1CCN(CC1)C(=O)C1=CC=CC=C1